CC1(N(CC2=C1NN=C2NC2=NC(=NC=C2F)NCC(C)C)C(=O)N2[C@H](CN(C(C2)(C)C)C)C)C N4-(6,6-dimethyl-5-{[(2S)-2,4,5,5-tetramethylpiperazin-1-yl]carbonyl}-1,4,5,6-tetrahydropyrrolo[3,4-c]pyrazol-3-yl)-5-fluoro-N2-isobutylpyrimidine-2,4-diamine